NCCCC(=O)O.[Na] sodium gamma-aminobutyric acid